C(C)(C)(C)C(C(=O)[O-])(C)C1=CC=CC=C1 t-butyl-phenylpropionate